(2R,3R,4R,5S,6S)-2-(acetoxymethyl)-6-(3-(2-(tert-butoxy)-2-oxoethoxy)phenyl)tetrahydro-2H-pyran-3,4,5-triyl triacetate C(C)(=O)O[C@@H]1[C@H](O[C@H]([C@@H]([C@H]1OC(C)=O)OC(C)=O)C1=CC(=CC=C1)OCC(=O)OC(C)(C)C)COC(C)=O